C(C)OC1=NC(=NC=C1C(=O)NC1=CC=2N(C=C1)N=C(C2)C)N2C[C@@H](CC2)NC 4-ethoxy-2-[(3R)-3-(methylamino)pyrrolidin-1-yl]-N-2-methylpyrazolo[1,5-a]-pyridin-5-ylpyrimidine-5-carboxamide